BrCC1=CC=C2N=C(C(NC2=C1F)=O)CC 7-(bromomethyl)-3-ethyl-8-fluoroquinoxalin-2(1H)-one